(3S)-3-[5-[1-[tert-butyl(dimethyl)silyl]oxybut-3-enyl]-1-oxo-isoindolin-2-yl]piperidine-2,6-dione [Si](C)(C)(C(C)(C)C)OC(CC=C)C=1C=C2CN(C(C2=CC1)=O)[C@@H]1C(NC(CC1)=O)=O